ClC=1C=C(C=CC1)N1N=C(C2=C1C(N(CC2)C=2C=NC=1CCNCC1C2)=O)C(=O)NCC2CC2 1-(3-chlorophenyl)-N-(cyclopropylmethyl)-7-oxo-6-(5,6,7,8-tetrahydro-1,6-naphthyridin-3-yl)-4,5-dihydropyrazolo[3,4-c]pyridine-3-carboxamide